FC=1C=CC(=C2C=C(N(C12)CCNC1=CC(=NC=N1)C1=CC=C(C=C1)C=1SC=C(N1)C(=O)O)C)C 2-(4-{6-[2-(7-Fluoro-2,4-dimethyl-indol-1-yl)-ethylamino]-pyrimidin-4-yl}-phenyl)-thiazole-4-carboxylic acid